1-((R)-2-hydroxy-2-((3R,5R,8R,9R,10S,13S,14S,17S)-3-hydroxy-3-(methoxymethyl)-13-methylhexadecahydro-1H-cyclopenta[a]phenanthren-17-yl)propyl)-1H-pyrazole-4-carbonitrile O[C@](CN1N=CC(=C1)C#N)(C)[C@H]1CC[C@H]2[C@@H]3CC[C@@H]4C[C@](CC[C@@H]4[C@H]3CC[C@]12C)(COC)O